ClC1=C2C(=CNC2=C(C=C1)[C@H]1CN(CCC1)C1=CC=C(C=C1)N1CCC(CC1)CN1CCN(CC1)C=1C=C2CN(C(C2=CC1)=O)C1C(NC(CC1)=O)=O)C#N |o1:10| 4-Chloro-7-[(3S*)-1-{4-[4-({4-[2-(2,6-dioxopiperidin-3-yl)-1-oxo-2,3-dihydro-1H-isoindol-5-yl]piperazin-1-yl}methyl)piperidin-1-yl]phenyl}piperidin-3-yl]-1H-indole-3-carbonitrile